OC(CCCCCCCCCC(=O)O)CC=CCC=CCCCCCC 11-Hydroxy-tricosa-13,16-dienoic acid